10,10''-(4-chloro-2'-isocyano-[1,1'-biphenyl]-3,5-diyl)bis(5',5'-dimethyl-5'H,10H-spiro[acridine-9,10'-dibenzo[b,e]siline]) ClC1=C(C=C(C=C1N1C=2C=CC=CC2C2(C3=C([Si](C4=C2C=CC=C4)(C)C)C=CC=C3)C3=CC=CC=C13)C1=C(C=CC=C1)[N+]#[C-])N1C=3C=CC=CC3C3(C4=C([Si](C2=C3C=CC=C2)(C)C)C=CC=C4)C4=CC=CC=C14